[2H]C=1C(=C(NC1C)C=1C(=NC=CC1)OC(F)(F)F)C(=O)OC methyl 4-deutero-5-methyl-2-(2-(trifluoromethoxy) pyridin-3-yl)-1H-pyrrole-3-carboxylate